N1=CC=C(C=C1)[C@H]1CCNC1 (R)-4-Pyridin-4-yl-pyrrolidine